(R)-2-(7-(3-isopropylureido)-dibenzofuran-2-sulfonylamino)-3-methyl-butyric acid C(C)(C)NC(NC1=CC2=C(C3=C(O2)C=CC(=C3)S(=O)(=O)N[C@@H](C(=O)O)C(C)C)C=C1)=O